OC(CCCC(=O)OCCOC(CCCC(CCCCCCCCCCCCC)O)=O)CCCCCCCCCCCCC ethylene bis(5-hydroxy-stearate)